[(E)-(5-cyclohexyl-2-methyl-4-oxocyclohexa-2,5-dien-1-ylidene)amino] 3-chlorobenzenesulfonate ClC=1C=C(C=CC1)S(=O)(=O)O/N=C\1/C(=CC(C(=C1)C1CCCCC1)=O)C